(R)-N-(1-(3-(difluoromethyl)-2-fluorophenyl)ethyl)-6-(4-methylpiperazin-1-yl)cinnolin-4-amine FC(C=1C(=C(C=CC1)[C@@H](C)NC1=CN=NC2=CC=C(C=C12)N1CCN(CC1)C)F)F